3-[2-(4-formylphenoxy)ethoxy]cyclobutanecarboxylic acid methyl ester COC(=O)C1CC(C1)OCCOC1=CC=C(C=C1)C=O